1-((7-(1-(4-Chlorobenzyl)piperidin-3-yl)-2-methylpyrazolo[1,5-a]pyrimidin-3-yl)methyl)piperidine-4-carbonitrile ClC1=CC=C(CN2CC(CCC2)C2=CC=NC=3N2N=C(C3CN3CCC(CC3)C#N)C)C=C1